Cl.NC=1C=CC2=C(N(N=N2)C=2C=C(C=CC2)C)C1 6-amino-1-(m-tolyl)-1H-benzo[d][1,2,3]triazole hydrochloride